FC1(CNC(N(C1)[C@H](CN1C[C@H](OCC1)C)C1=CN=C(S1)NC([C@H](C1CCC(CC1)C)NC(OC(C)(C)C)=O)=O)=O)F tert-butyl ((S)-2-((5-((R)-1-(5,5-difluoro-2-oxotetrahydropyrimidin-1(2H)-yl)-2-((R)-2-methylmorpholino)ethyl)thiazol-2-yl)amino)-1-((1r,4S)-4-methylcyclohexyl)-2-oxoethyl)carbamate